(R)-3-(5-(difluoromethoxy)-2-fluorophenyl)-1-isopropyl-N-(3-methyl-1,1-dioxidothietan-3-yl)-4,5,6,7-tetrahydro-1H-indazole-6-carboxamide FC(OC=1C=CC(=C(C1)C1=NN(C=2C[C@@H](CCC12)C(=O)NC1(CS(C1)(=O)=O)C)C(C)C)F)F